6-[8-(1,3-benzothiazol-2-ylcarbamoyl)-3,4-dihydroisoquinolin-2(1H)-yl]-3-(1-benzyl-5-methyl-1H-pyrazol-4-yl)pyridine-2-carboxylic acid S1C(=NC2=C1C=CC=C2)NC(=O)C=2C=CC=C1CCN(CC21)C2=CC=C(C(=N2)C(=O)O)C=2C=NN(C2C)CC2=CC=CC=C2